5-[4-[(3-vinylpyridin-2-yl)carbonylamino]phenyl]-1H-naphtho[1,2-b][1,4]diazepine-2,4(3H,5H)-dione C(=C)C=1C(=NC=CC1)C(=O)NC1=CC=C(C=C1)N1C2=C(NC(CC1=O)=O)C1=CC=CC=C1C=C2